tert-Butyl (R)-3-(1-(4-chloro-2-methylphenyl)-2-oxo-1,2-dihydro-3H-imidazo[4,5-b]pyridin-3-yl)pyrrolidine-1-carboxylate ClC1=CC(=C(C=C1)N1C(N(C2=NC=CC=C21)[C@H]2CN(CC2)C(=O)OC(C)(C)C)=O)C